NC1=NC=C(C2=C1C(=NN2C)C2=CC(=C(C=C2)NS(=O)(=O)C(F)F)O[C@@H](C)C2=CC=C(C=C2)F)C=2C=NC(=NC2)N2CCOCC2 (S)-N-(4-(4-amino-1-methyl-7-(2-morpholinopyrimidin-5-yl)-1H-pyrazolo[4,3-c]pyridin-3-yl)-2-(1-(4-fluorophenyl)ethoxy)phenyl)-1,1-difluoromethanesulfonamide